trans-tert-butyl (4-(2-(4-chloro-3-fluorophenoxy)acetamido)cyclohexyl)methylcarbamate ClC1=C(C=C(OCC(=O)N[C@@H]2CC[C@H](CC2)CNC(OC(C)(C)C)=O)C=C1)F